1-(2-hydroxyethyl)-2,3,3-trimethyl-3H-indolium-5-sulfonate OCC[N+]1=C(C(C2=CC(=CC=C12)S(=O)(=O)[O-])(C)C)C